5-furandiethanol O1C(=CC=C1CCO)CCO